Cl.BrC=1C=C2C(=CNC2=CC1)N 5-bromo-1H-indol-3-amine hydrochloride